N(=C=O)C1CC(C(CC1)C)N=C=O 1,3-Diisocyanato-4-methyl-cyclohexan